(1S,2R)-2-[3-({[1-isopropyl-5-(3-phenylpropyl)-1H-pyrrole-2-yl]carbonyl}amino)-4-(trifluoromethyl)Phenyl]cyclopropanecarboxylic acid C(C)(C)N1C(=CC=C1CCCC1=CC=CC=C1)C(=O)NC=1C=C(C=CC1C(F)(F)F)[C@H]1[C@H](C1)C(=O)O